ClC1=CC=C(C=C1)C(C=CC1=CC=C(OCC(=O)O)C=C1)=O 2-[4-[3-(4-Chlorophenyl)-3-oxoprop-1-enyl]phenoxy]acetic acid